N-{4-bromo-2-[(1,1-difluoropropan-2-yl)amino]-6-fluorophenyl}-2-hydroxypropionamide BrC1=CC(=C(C(=C1)F)NC(C(C)O)=O)NC(C(F)F)C